CC1=C(C(=CC=C1)C)C1=CC(=CC(=N1)NS(=O)(=O)C1=NC(=CC=C1)N1CC(C1)O)C(F)(F)F N-(6-(2,6-dimethylphenyl)-4-(trifluoromethyl)pyridin-2-yl)-6-(3-hydroxyazetidin-1-yl)pyridine-2-sulfonamide